4-(1-benzyl-1H-tetrazol-5-yl)-N-(tert-butyl)-4H-benzo[d][1,3]oxazin-2-amine C(C1=CC=CC=C1)N1N=NN=C1C1C2=C(N=C(O1)NC(C)(C)C)C=CC=C2